tert-butyl (S)-4-((6-(1-(2-ethoxy-2-oxoethyl)-1H-pyrazol-4-yl)-2,2-difluoro-7-azaspiro[3.5]nonan-7-yl)methyl)-5-methoxy-7-methyl-1H-indole-1-carboxylate C(C)OC(CN1N=CC(=C1)[C@@H]1CC2(CC(C2)(F)F)CCN1CC1=C2C=CN(C2=C(C=C1OC)C)C(=O)OC(C)(C)C)=O